N-(6-(2H-1,2,3-triazol-2-yl)-5-(trifluoromethyl)pyridin-3-yl)-3-chloro-2'-(dimethylamino)-[1,1'-biphenyl]-4-carboxamide N=1N(N=CC1)C1=C(C=C(C=N1)NC(=O)C1=C(C=C(C=C1)C1=C(C=CC=C1)N(C)C)Cl)C(F)(F)F